COC=1C=C(CCN)C=CC1 (S)-3-methoxyphenethylamine